(S)-N-((5,6-dihydro-4H-thieno[2,3-c]pyrrol-2-yl)methyl)-4-oxo-3-(((R)-1-(m-tolyl)ethyl)amino)-4,6,7,8-tetrahydropyrrolo[1,2-a]pyrazine-6-carboxamide S1C(=CC2=C1CNC2)CNC(=O)[C@@H]2CCC=1N2C(C(=NC1)N[C@H](C)C=1C=C(C=CC1)C)=O